8-(6-tert-butylpyridin-3-yl)-6-oxo-3-(propan-2-yl)-2H,3H,4H,6H-pyrimido[2,1-b][1,3]thiazine-7-carbonitrile C(C)(C)(C)C1=CC=C(C=N1)C=1N=C2SCC(CN2C(C1C#N)=O)C(C)C